NCC1(OC(CC1)=O)C=1C=C(C#N)C=CC1 3-[2-(aminomethyl)-5-oxooxolan-2-yl]benzonitrile